CN(CCCOC1=NC=C(C=C1NS(=O)(=O)C)C1=CC=2C3=C(C=NC2C=C1)N(C(C31CCC1)=O)C)C N-(2-(3-(dimethylamino)propoxy)-5-(3'-methyl-2'-oxo-2',3'-dihydrospiro[cyclobutane-1,1'-pyrrolo[2,3-c]quinolin]-8'-yl)pyridin-3-yl)methanesulfonamide